(R)-3-(4-fluorophenyl)-2-(3-(p-tolyl)propanamido)propionic acid FC1=CC=C(C=C1)C[C@H](C(=O)O)NC(CCC1=CC=C(C=C1)C)=O